[Li+].[Li+].[Li+].C1=CC(=C(C=C1C(=O)[O-])C2=C3C=CC(=N)C(=C3OC4=C2C=CC(=C4S(=O)(=O)[O-])N)S(=O)(=O)[O-])C(=O)O The molecule is a fluorescent dye derived from a 3,6-diaminoxanthenium-4,5-disulphate. It has a role as a fluorochrome. It is a member of xanthenes and a lithium salt. It contains an Alexa Fluor 480(3-). It derives from a fluorescin.